FC(C(=O)N1CC(C(CC1)O)CO)(F)C=1C=C(C(=O)NC2=CC(=C(C=C2)F)C)C=CC1F 3-(1,1-difluoro-2-(4-hydroxy-3-(hydroxymethyl)piperidin-1-yl)-2-oxoethyl)-4-fluoro-N-(4-fluoro-3-methylphenyl)benzamide